BrCO[Si](C)(C)C(C)(C)C bromomethoxytert-butyldimethylsilane